N-[(2SR,3RS)-2-{[6-(3,5-difluorophenyl)-pyridin-2-yl]methyl}-4,4-difluoro-1-(oxetane-2-carbonyl)pyrrolidin-3-yl]methanesulfonamide FC=1C=C(C=C(C1)F)C1=CC=CC(=N1)C[C@@H]1N(CC([C@@H]1NS(=O)(=O)C)(F)F)C(=O)C1OCC1 |r|